O1C(=CC2=C1C=CC=C2)C(O)[2H] benzofuran-2-ylmethan-d-ol